tert-butyl (R)-(2-(4-(methoxy(methyl)amino)-4-oxobutoxy)-1-(4-(2-methoxyquinolin-3-yl)-1-((2-(trimethylsilyl)ethoxy)methyl)-1H-imidazol-2-yl)ethyl)carbamate CON(C(CCCOC[C@@H](C=1N(C=C(N1)C=1C(=NC2=CC=CC=C2C1)OC)COCC[Si](C)(C)C)NC(OC(C)(C)C)=O)=O)C